FC=1C=CC(=NC1)N1N=C(C=C1O)C(=O)NC1=CC(=NC=C1)C (5-Fluoropyridin-2-yl)-5-hydroxy-N-(2-methylpyridin-4-yl)-1H-pyrazole-3-carboxamide